5-[[2,4-difluoro-3-[5-(2-methoxypyrimidin-5-yl)-1H-pyrrolo[2,3-b]pyridine-3-carbonyl]phenyl]sulfamoyl-methyl-amino]thiazole FC1=C(C=CC(=C1C(=O)C1=CNC2=NC=C(C=C21)C=2C=NC(=NC2)OC)F)NS(=O)(=O)N(C2=CN=CS2)C